tert-butyl ((6-fluoro-2-methylpyridin-3-yl)sulfonyl)(thiazol-4-yl)carbamate FC1=CC=C(C(=N1)C)S(=O)(=O)N(C(OC(C)(C)C)=O)C=1N=CSC1